(2S,6R)-2-Hydroxy-2-methyl-6-methylamino-6-(4-(trifluoromethyl)phenyl)cyclohexane-1-one acetate C(C)(=O)O.O[C@@]1(C([C@@](CCC1)(C1=CC=C(C=C1)C(F)(F)F)NC)=O)C